ClC1=CC=2N(C=C1C1CCN(CC1)S(=O)(=O)C1=NN=C(N1)C)N=CN2 7-chloro-6-(1-((5-methyl-4H-1,2,4-triazol-3-yl)sulfonyl)piperidin-4-yl)-[1,2,4]triazolo[1,5-a]pyridine